P(=O)(O)(O)OC[C@H]([C@H]([C@H](C=O)O)O)O ribose 5-phosphate